(4aS,7aS,12bS)-3-(cyclopropylmethyl)-4a-hydroxy-7-methylene-2,3,4,4a,5,6,7,7a-octahydro-1H-4,12-methanobenzofuro[3,2-e]isoquinolin-9-yl pentadecyl carbonate C(OC1=CC=C2C3=C1O[C@@H]1[C@]34CCN(C([C@@]4(CCC1=C)O)C2)CC2CC2)(OCCCCCCCCCCCCCCC)=O